hexadecyl eicosanate C(CCCCCCCCCCCCCCCCCCC)(=O)OCCCCCCCCCCCCCCCC